N-(4-(2-amino-3-(3-oxo-3-(piperazin-1-yl)prop-1-ynyl)pyridin-4-yloxy)-3-fluorophenyl)-3-(4-fluorophenyl)-1-isopropyl-2,4-dioxo-1,2,3,4-tetrahydropyrimidine-5-carboxamide NC1=NC=CC(=C1C#CC(N1CCNCC1)=O)OC1=C(C=C(C=C1)NC(=O)C=1C(N(C(N(C1)C(C)C)=O)C1=CC=C(C=C1)F)=O)F